2-CYCLOPENTENE-1-CARBOXYLIC ACID C1(C=CCC1)C(=O)O